C(#N)C1=NC(=CC(=C1)C=1C(=NN2C1N=C(C=C2)C(=O)NCC(C)(C)O)C2=CC(=CC=C2)C#N)C 3-(2-cyano-6-methyl-4-pyridyl)-2-(3-cyanophenyl)-N-(2-hydroxy-2-methyl-propyl)pyrazolo[1,5-a]pyrimidine-5-carboxamide